5-(N-(3-Cyanophenethyl)sulfamoyl)-3-methylbenzofuran-2-carboxylic acid ethyl ester C(C)OC(=O)C=1OC2=C(C1C)C=C(C=C2)S(NCCC2=CC(=CC=C2)C#N)(=O)=O